(S)-(3-hydroxy-2-methylpropyl)carbamic acid tert-butyl ester C(C)(C)(C)OC(NC[C@@H](CO)C)=O